NC1=C(C=C(C=N1)B(O)O)O[C@H](C)C1=C(C=CC=C1)F {6-amino-5-[(1R)-1-(2-fluorophenyl)ethoxy]pyridin-3-yl}boronic acid